C(CCCC=C)(=O)OCCCCCCCCC nonyl hex-5-enoate